FC1=CC=CC2=C1S(CC1=C2N(N=C1C(=O)O)C1=CC=C(C=C1)CN1CCOCC1)(=O)=O 6-fluoro-1-(4-(morpholinomethyl)phenyl)-1,4-dihydrothiochromeno[4,3-c]pyrazole-3-carboxylic acid 5,5-dioxide